C(C)P(C1=CC(=C(C=C1)NCC#C)O)(CC)=O diethyl-(3-hydroxy-4-(prop-2-yn-1-ylamino)phenyl)phosphine oxide